4-hydroxytetrahydro-2H-pyran-2-carboxamide OC1CC(OCC1)C(=O)N